NCCNC(=O)C1=CC=C(CSC(=O)[C@@H]2C[C@@H](CCC2)N)C=C1 (1S,3R)-3-aminocyclohexane-1-thiocarboxylic acid S-(4-((2-aminoethyl) carbamoyl) benzyl) ester